C1(CCCCC1)[C@H](NC(OC1=CC=CC=C1)=O)C1CC1 Phenyl N-[(R)-cyclohexylcyclopropylmethyl]carbamate